[Fe].[Fe].C1(=CC=CC=C1)C(CC(C)=O)=O.C1(=CC=CC=C1)C(CC(C)=O)=O.C1(=CC=CC=C1)C(CC(C)=O)=O tris(1-phenyl-1,3-butanedione) iron iron